6-[4-[(S or R)-(1-Methylpyrazol-4-yl)-phenyl-methyl]piperidine-1-carbonyl]-4H-1,4-benzoxazin-3-one CN1N=CC(=C1)[C@@H](C1CCN(CC1)C(=O)C=1C=CC2=C(NC(CO2)=O)C1)C1=CC=CC=C1 |o1:6|